2-Oxo-2-[rac-(2R,5S)-2-(5,6-dimethyl-3-pyridyl)-5-methyl-1-piperidyl]acetamide 2,2,2-Trifluoroethyl-2-oxo-2-[rac-(2R,5S)-2-(5,6-dimethyl-3-pyridyl)-5-methyl-1-piperidyl]acetate FC(COC(C(N1[C@H](CC[C@@H](C1)C)C=1C=NC(=C(C1)C)C)=O)=O)(F)F.O=C(C(=O)N)N1[C@H](CC[C@@H](C1)C)C=1C=NC(=C(C1)C)C |r|